4,4'-sulfonyldiphenol S(=O)(=O)(C1=CC=C(C=C1)O)C1=CC=C(C=C1)O